5-chloro-N-((1r,4r)-4-((3-(2-methoxypyrimidin-5-yl)-2-oxo-2,3-dihydro-1H-benzo[d]imidazol-1-yl)methyl)cyclohexyl)-2-methylnicotinamide ClC=1C=NC(=C(C(=O)NC2CCC(CC2)CN2C(N(C3=C2C=CC=C3)C=3C=NC(=NC3)OC)=O)C1)C